3-butadienol C=CC(=C)O